(4,6-bis(trifluoromethyl)-1,3,5-triazin-2-yl)-6-chloro-1-(2,2-dimethoxyethyl)-2,3,4,9-tetrahydro-1H-pyrido[3,4-b]indole FC(C1=NC(=NC(=N1)C(F)(F)F)C1(NCCC2=C1NC1=CC=C(C=C21)Cl)CC(OC)OC)(F)F